(4aR,8aS)-6-[6-[[2-(2,2,2-trifluoroethyl)triazol-4-yl]methyl]-2-azaspiro[3.3]heptane-2-carbonyl]-4,4a,5,7,8,8a-hexahydropyrido[4,3-b][1,4]oxazin-3-one FC(CN1N=CC(=N1)CC1CC2(CN(C2)C(=O)N2C[C@@H]3[C@@H](OCC(N3)=O)CC2)C1)(F)F